4-(4-(2-azaspiro[2.5]octan-6-yl)benzoyl)pyrimidine-4-carbohydrazide C1NC12CCC(CC2)C2=CC=C(C(=O)C1(NC=NC=C1)C(=O)NN)C=C2